NC1=CC(=C(OC=2C=C3CCN(C(C3=CC2)=O)CC)C(=C1)Cl)Cl 6-(4-amino-2,6-dichlorophenoxy)-2-ethyl-3,4-dihydro-isoquinolin-1(2H)-one